FC(CN1C=NC(=C1C=1NC(=NN1)[C@@H]1C[C@@H](CCC1)N(C(C1=CC(=CC=C1)C(F)(F)F)=O)C)C)F N-[(1R,3S)-3-[5-[3-(2,2-difluoroethyl)-5-methyl-imidazol-4-yl]-4H-1,2,4-triazol-3-yl]cyclohexyl]-N-methyl-3-(trifluoromethyl)benzamide